COC1=C(C(=CC(=C1)C(F)(F)F)C)C1=CC2=C(N=N1)N(CCC2)[C@H]2CN(CCC2)C 3-[2-methoxy-6-methyl-4-(trifluoromethyl)phenyl]-8-[(3R)-1-methylhexahydropyridin-3-yl]-5,6,7,8-tetrahydropyrido[2,3-c][1,2]diazine